N-(1-((R)-1-Acryloylazepan-3-yl)-7-chloro-6-(((S)-tetrahydrofuran-3-yl)oxy)-1H-benzo[d]imidazol-2-yl)-2-methylisonicotinamide C(C=C)(=O)N1C[C@@H](CCCC1)N1C(=NC2=C1C(=C(C=C2)O[C@@H]2COCC2)Cl)NC(C2=CC(=NC=C2)C)=O